N-Methyl-5,6-dihydroxyindol CN1C=CC2=CC(=C(C=C12)O)O